ClC=1C=C2C(=NC1OC)C(=C(N2C)C2=NNC(=N2)COC)C=2C=NNC2 6-chloro-5-methoxy-2-(5-(methoxymethyl)-1H-1,2,4-triazol-3-yl)-1-methyl-3-(1H-pyrazol-4-yl)-1H-pyrrolo[3,2-b]pyridine